CSC(CCCCCCCC)S(=O)C methyl(1-(methylsulfinyl)nonyl)sulfane